C1(CC1)C#CC1=CC(=C(COC=2C=C(C=CC2F)C=2CCN(CC2)CC2=NC3=C(N2C[C@H]2OCC2)C=C(C=C3)C(=O)O)C=C1)F (S)-2-((4-(3-((4-(cyclopropylethynyl)-2-fluorobenzyl)oxy)-4-fluorophenyl)-3,6-dihydropyridin-1(2H)-yl)methyl)-1-(oxetan-2-ylmethyl)-1H-benzo[d]imidazole-6-carboxylic acid